tris(2-(1H-pyrazol-1-yl)pyridine) cobalt (III) [Co+3].N1(N=CC=C1)C1=NC=CC=C1.N1(N=CC=C1)C1=NC=CC=C1.N1(N=CC=C1)C1=NC=CC=C1